1-(2-OXOBUTOXY)BUTAN-2-ONEAl O=C(COC(C(CC)=O)=O)CC